C(#N)C1=CC=C(C=CC(=O)Cl)C=C1 p-cyanocinnamoyl chloride